CC=1C=C(C=CC1C)N(C(=O)C=1C=CC=2N(C1)C(=CN2)C2=CC=C(C=C2)NC(OC)=O)C methyl N-[4-[6-[(3,4-dimethylphenyl)-methyl-carbamoyl]imidazo[1,2-a]pyridin-3-yl]phenyl]carbamate